3-(5-methyl-1-(pyridin-4-yl)-1H-pyrazol-4-yl)urea CC1=C(C=NN1C1=CC=NC=C1)NC(N)=O